[Fe].[Zn].N1N=CC(=C1)C1=CC=C(O1)C(=O)N 5-(1H-pyrazol-4-yl)furan-2-carboxamide ZINC-IRON